CC1=C(C(=CC=C1)C)C1=CC(=CC=C1)[C@H](CC(=O)O)NC(=O)NC=1C(N(C=C(C1O)C)C)=O (S)-3-(2',6'-dimethylbiphenyl-3-yl)-3-(3-(4-hydroxy-1,5-dimethyl-2-oxo-1,2-dihydropyridin-3-yl)ureido)propanoic acid